1,8-Diazabicyclo-[5.4.0]undeca-7-ene N12CCCCCC2=NCCC1